methyl 7-(cyclopentylamino)-2-isopropyl-8-(naphthalen-1-ylmethyl)-6-oxo-9-(3-(trifluoromethyl)phenyl)-3,4-dihydro-2H,6H-pyrido[1,2-e][1,2,5]thiadiazine-4-carboxylate 1,1-dioxide C1(CCCC1)NC1=C(C(=C2N(C(CN(S2(=O)=O)C(C)C)C(=O)OC)C1=O)C1=CC(=CC=C1)C(F)(F)F)CC1=CC=CC2=CC=CC=C12